CC=1C=C(NC2=NC=C(C(=N2)N[C@H](CO)C2=CC=CC=C2)C2=NC=NN2)C=CC1S(=O)(=O)C (2S)-2-[[2-(3-methyl-4-methylsulfonyl-anilino)-5-(1H-1,2,4-triazol-5-yl)pyrimidin-4-yl]amino]-2-phenyl-ethanol